BrC=1C=C(C=CC1C)C(C)=O 1-(3-bromo-4-methylphenyl)ethan-1-one